o-tolylmagnesium bromide CC1=CC=CC=[C-]1.[Mg+2].[Br-]